(2-chloro-3-((5-iodopyrimidin-2-yl)mercapto)phenyl)pyridin-3-amine ClC1=C(C=CC=C1SC1=NC=C(C=N1)I)C1=NC=CC=C1N